CC1=NN=C(C2=CC(=CC=C12)O[C@@H]1COCC1)N[C@H](C)C1=C(C(=CC=C1)C(F)(F)F)C 4-methyl-N-((R)-1-(2-methyl-3-(trifluoromethyl)phenyl)ethyl)-7-(((S)-tetrahydrofuran-3-yl)oxy)phthalazin-1-amine